ClC1=CC(=C(C=C1)[C@@]1(OC2=C(C=CC=C2C=C1)C1CCN(CC1)CC1=NC=2C(=NC(=CC2)C(=O)[O-])N1C[C@H]1OCC1)C)F 2-((4-((R)-2-(4-chloro-2-fluorophenyl)-2-methyl-2H-chromen-8-yl) piperidin-1-yl) methyl)-3-(((S)-oxetan-2-yl) methyl)-3H-imidazo[4,5-b]pyridine-5-carboxylate